Cl.C12CC3CC(CC(C1)C3)C2 adamantane Hydrochloride